3-(3-chloro-4-fluorophenyl)-5-(2-(3-fluoropyrrolidin-1-yl)-2-oxoethyl)-7-(hydroxymethyl)thieno[3,2-c]pyridin-4(5H)-one ClC=1C=C(C=CC1F)C1=CSC2=C1C(N(C=C2CO)CC(=O)N2CC(CC2)F)=O